C(C)(C)(C)OC(=O)N[C@H]1CN(CCC1)C1=NC=C(C=N1)C(=O)OCC ethyl (R)-2-(3-((tert-butoxycarbonyl)amino)piperidin-1-yl)pyrimidine-5-carboxylate